4-isopropyl-1,3-thiazolidine-2-thione C(C)(C)C1NC(SC1)=S